zinc hydroxylmethansulfinate OCS(=O)[O-].[Zn+2].OCS(=O)[O-]